4-fluoro-2-(5-(((1R,2R,3S,5S)-2-fluoro-8-azabicyclo[3.2.1]octan-3-yl)(methyl)amino)pyrazin-2-yl)-5-(1-methyl-1H-pyrazol-4-yl)phenol FC1=CC(=C(C=C1C=1C=NN(C1)C)O)C1=NC=C(N=C1)N(C)[C@@H]1[C@@H]([C@H]2CC[C@@H](C1)N2)F